Phenylsulfenamide C1(=CC=CC=C1)SN